S(C)(=O)(=O)O.ClC1=C(C(=CC=C1)Cl)C=1NC(=C(N1)C1=CC=C2C(=N1)N(N=N2)CC(C)C)C2=CC=CC=C2 5-[2-(2,6-dichlorophenyl)-5-phenyl-1H-imidazol-4-yl]-3-isobutyl-3H-[1,2,3]triazolo[4,5-b]pyridine mesylate